CN(C1=CC=C(C=C1)C1=CC=C(C=C1)CN(C(=O)[C@H]1[C@H]2CC[C@@H](C1)C2)C=2C=C(C=CC2)/C=C/C(=O)OC)C methyl (E)-3-(3-((1S,2R,4R)-N-((4'-(dimethylamino)-[1,1'-biphenyl]-4-yl)methyl)bicyclo[2.2.1]heptane-2-carboxamido)phenyl)acrylate